OCC=1C(=NNC1)CC(C)C=1C=C(C=CC1)NC(OC(C)(C)C)=O tert-butyl N-(3-[1-[4-(hydroxymethyl)-1H-pyrazol-3-yl]propan-2-yl]phenyl)carbamate